BrCCOCCOCC1=CC=CC=C1 {[2-(2-bromoethoxy)ethoxy]methyl}benzene